benzotriazole cyclohexylamine salt C1(CCCCC1)N.N1N=NC2=C1C=CC=C2